CC(CN[C@H](C1=CC=CC=C1)[C@@H]1CNC2=C(O1)N=CC(=C2)C=2C=NN(C2)C)(C)C2=CC=C(C#N)C=C2 4-(2-methyl-1-(((R)-((S)-7-(1-methyl-1H-pyrazol-4-yl)-2,3-dihydro-1H-pyrido[2,3-b][1,4]oxazin-3-yl)(phenyl)methyl)amino)propan-2-yl)benzonitrile